2-[1-(2-ethylsulfanyl-6-fluoro-4-oxo-benzopyran-8-yl)ethylamino]benzoic acid tert-butyl ester C(C)(C)(C)OC(C1=C(C=CC=C1)NC(C)C1=CC(=CC=2C(C=C(OC21)SCC)=O)F)=O